FC1=CC=C(C=C1)C1OCC1C(=O)N (4-fluorophenyl)oxetane-3-carboxamide